(5-bromo-2-methyl-2H-1,2,3-triazol-4-yl)(6-methylimidazo[1,2-a]pyrazin-2-yl)methanone BrC=1C(=NN(N1)C)C(=O)C=1N=C2N(C=C(N=C2)C)C1